C(C=C)(=O)OCCCCCCCCCCCCCC[Si](OCC)(OCC)OCC acryloxytetradecyltriethoxysilane